3-[5-[7-[[1-(4-aminophenyl)-4-piperidyl]methyl]-2,7-diazaspiro[3.4]octan-2-yl]-1-oxo-isoindolin-2-yl]piperidine-2,6-dione NC1=CC=C(C=C1)N1CCC(CC1)CN1CCC2(CN(C2)C=2C=C3CN(C(C3=CC2)=O)C2C(NC(CC2)=O)=O)C1